COC1=CC=C(C=N1)C1=CN=C2SC(=NN21)NC2CCC(CC2)O 4-[[5-(6-methoxy-3-pyridyl)imidazo[2,1-b][1,3,4]thiadiazol-2-yl]amino]cyclohexanol